CC1=CC=CC(=N1)C=1N(C=C(N1)CNC1=NC=CC=C1)C=1C=CC=2N(C1)C(=CN2)C(=O)N 6-(2-(6-Methylpyridin-2-yl)-4-((pyridin-2-ylamino)methyl)-1H-imidazol-1-yl)imidazo[1,2-a]pyridine-3-Carboxamide